[Co](Cl)Cl.C1(=CC=CC=C1)C=1C=C(C=C(C1)C1=CC=CC=C1)C1=NC2=C3N=CC=CC3=CC=C2C=C1 3,5-diphenylphenyl-1,10-phenanthroline cobalt dichloride